C(=O)C12CCC(CC1)(C2)C(=O)OC methyl 4-formylnorbornane-1-carboxylate